rel-2-((5S,7R,8R)-1,7-Dimethyl-2-oxo-1-azaspiro[4.5]decan-8-yl)-N-(imidazo[1,2-b]pyridazin-3-yl)-6-methoxy-2H-indazole-5-carboxamide CN1C(CC[C@@]12C[C@H]([C@@H](CC2)N2N=C1C=C(C(=CC1=C2)C(=O)NC2=CN=C1N2N=CC=C1)OC)C)=O |o1:5,7,8|